CC1=C(C=C(C#N)C=C1)[C@]1(C[C@H]2[C@@H](N(OC2(C)C)C)[C@H](C1)C)C |r| rac-4-methyl-3-((3aS,5R,7S,7aS)-1,3,3,5,7-pentamethyloctahydrobenzo[c]isoxazol-5-yl)benzonitrile